NC1=C(C=CC=C1)N1CCC(CC1)N(C)C 1-(2-aminophenyl)-N,N-dimethyl-piperidin-4-amine